[3-[[4-[2-[3-[4-(3-dimethylmercaptopropionylamino)phenoxy]-2-hydroxypropoxy]-3-ethoxypropoxy]phenyl]amino]-3-oxopropyl]dimethylsulfonium p-toluenesulfonate CC1=CC=C(C=C1)S(=O)(=O)[O-].CS(CCC(=O)NC1=CC=C(OCC(COC(COC2=CC=C(C=C2)NC(CC[S+](C)C)=O)COCC)O)C=C1)C